2-(2,6-dimethylpyridin-4-yl)-N-(1-(4-(2,6-dioxopiperidin-3-yl)-3,5-difluorophenyl)azetidin-3-yl)acetamide CC1=NC(=CC(=C1)CC(=O)NC1CN(C1)C1=CC(=C(C(=C1)F)C1C(NC(CC1)=O)=O)F)C